NC=1SC=C(N1)/C(/C(N[C@@H]1C(N([C@@H]1CN1C(OCC1)=O)S(=O)(=O)O)=O)=O)=N/OC1(CC1)C(=O)O 1-(((Z)-(1-(2-aminothiazol-4-yl)-2-oxo-2-(((3S,4R)-2-oxo-4-((2-oxo-oxazolidin-3-yl)methyl)-1-sulfoazetidin-3-yl)amino)ethylidene)amino)oxy)cyclopropanecarboxylic acid